4-((5-(tert-Butoxycarbonyl)adamantan-2-yl)amino)-2-chloropyrimidine-5-carboxylic acid ethyl ester C(C)OC(=O)C=1C(=NC(=NC1)Cl)NC1C2CC3CC(CC1C3)(C2)C(=O)OC(C)(C)C